tert-butyl 3-iodo-7-methylindole-1-carboxylate IC1=CN(C2=C(C=CC=C12)C)C(=O)OC(C)(C)C